1-acetyl-4-methylcyclohex-3-en-1-yl adamantane-2-carboxylate C12C(C3CC(CC(C1)C3)C2)C(=O)OC2(CC=C(CC2)C)C(C)=O